FC(F)(F)C1=C(C=CC=C1)S(=O)(=O)N (TRIFLUOROMETHYL)BENZENESULFONAMIDE